1-trimethoxysilyl-6-(dimethylamino)(trimethoxysilylpropylamino)methylsilylhexane CO[Si](C(CCCCCN(C)C)[SiH2]CNCCC[Si](OC)(OC)OC)(OC)OC